5-Bromopyridin-3-yl 4,6-di-O-acetyl-3-deoxy-3-[4-(3,4,5-trifluorophenyl)-1H-1,2,3-triazol-1-yl]-1-thio-α-D-galactopyranoside C(C)(=O)O[C@@H]1[C@@H]([C@H]([C@@H](SC=2C=NC=C(C2)Br)O[C@@H]1COC(C)=O)O)N1N=NC(=C1)C1=CC(=C(C(=C1)F)F)F